NC1=C(C=2C(=NC(=C3C2OCC3)C)N1C1=C(C(=CC=C1C)O)Cl)C(=O)N (R)-7-amino-6-(2-chloro-3-hydroxy-6-methylphenyl)-4-methyl-2,3-dihydrofuro[2,3-d]pyrrolo[2,3-b]pyridine-8-carboxamide